COC1=CC=C(CN(C=2N=CN(C(C2C(=O)OC)=O)C2=C(C=C(C=C2Cl)OC(F)(F)F)Cl)CC2=CC=C(C=C2)OC)C=C1 methyl 4-(bis(4-methoxybenzyl)amino)-1-(2,6-dichloro-4-(trifluoromethoxy)phenyl)-6-oxo-1,6-dihydropyrimidine-5-carboxylate